6-ethyl-3-methyloct-6-en-1-ol C(C)C(CCC(CCO)C)=CC